FC1=CC2=C(N(C([C@H](CS2(=O)=O)NC(OC(C)(C)C)=O)=O)CC2=CC=C(C=C2)OC2=CC=CC=C2)C=C1C1=NOC(=N1)C1(OCCC1)CO tert-butyl N-[(3R)-8-fluoro-7-[5-[2-(hydroxymethyl)tetrahydrofuran-2-yl]-1,2,4-oxadiazol-3-yl]-1,1,4-trioxo-5-[(4-phenoxyphenyl)methyl]-2,3-dihydro-1λ6,5-benzothiazepin-3-yl]carbamate